C1(CC1)C1=NC=NC(=C1C1=CC2=C(C(=N1)C)N(C(N2CC2=CC=C(C=C2)C=2N(C=C(N2)C(F)(F)F)C)=O)CCF)OC 6-(4-Cyclopropyl-6-methoxypyrimidin-5-yl)-3-(2-fluoroethyl)-4-methyl-1-(4-(1-methyl-4-(trifluoromethyl)-1H-imidazol-2-yl)benzyl)-1,3-dihydro-2H-imidazo[4,5-c]pyridin-2-one